bis-allyl peroxydicarbonate C(=O)(OCC=C)OOC(=O)OCC=C